2-methylpenta-methylenediamine CC(CN)CCCN